(Boc)-3,3-difluorospiro[chromane-2,4'-piperidine]-6,7-dicarboxylic acid C(=O)(OC(C)(C)C)N1CCC2(CC1)OC1=CC(=C(C=C1CC2(F)F)C(=O)O)C(=O)O